7-(2-(4-(6-fluoro-2,3-dihydrobenzofuran-4-yl)piperazin-1-yl)ethyl)quinolin-2(1H)-one FC1=CC2=C(CCO2)C(=C1)N1CCN(CC1)CCC1=CC=C2C=CC(NC2=C1)=O